NC1=NC=NC=2N(C3=CC=C(C=C3C21)C(=O)O)CC(=O)N2[C@@H]1C[C@@H]1C[C@H]2C(NC2=NC(=CC=C2)Br)=O 4-amino-9-(2-((1R,3S,5R)-3-((6-bromopyridin-2-yl)carbamoyl)-2-azabicyclo[3.1.0]hex-2-yl)-2-oxoethyl)-9H-pyrimido[4,5-b]indole-6-carboxylic acid